2,6-dioxopiperidin-3-yl-4-fluoro-4-(hydroxymethyl)benzaldehyde O=C1NC(CCC1C1=C(C=O)C=CC(C1)(CO)F)=O